CC=1N=C(SC1C(=O)OCC)NC1=NC(=CC(=N1)NCC1=CC(=CC=C1)[N+](=O)[O-])N1CCNCC1 4-Methyl-2-[[4-[[(3-nitrophenyl)methyl]amino]-6-(1-piperazinyl)-2-pyrimidinyl]amino]-5-thiazolecarboxylic acid, ethyl ester